phosphoarsenic acid P(=O)(=O)O[As](O)(O)=O